(R)-2-(5-methyl-1,2,4-oxadiazol-3-yl)morpholine CC1=NC(=NO1)[C@H]1CNCCO1